(tert-butylamino)methyl-4-amino-3,5-dichlorobenzyl alcohol C(C)(C)(C)NCC(C1=CC(=C(C(=C1)Cl)N)Cl)O